2-(3,4-dichlorophenyl)-6-[[5-(difluoromethoxy)pyrazol-1-yl]methyl]-1-ethyl-4-oxo-pyridine-3-carboxylic acid ClC=1C=C(C=CC1Cl)C=1N(C(=CC(C1C(=O)O)=O)CN1N=CC=C1OC(F)F)CC